4'-chloro-5-fluoro-N-{[4-(1-methyl-1H-pyrazol-5-yl)-2,5-dioxoimidazolidin-4-yl]methyl}[biphenyl]-2-carboxamide ClC1=CC=C(C=C1)C=1C(=CC=C(C1)F)C(=O)NCC1(NC(NC1=O)=O)C1=CC=NN1C